tert-butyl (S)-5-hydroxy-2-(6-(3-methoxypiperidin-1-yl)-2-nitropyridin-3-yl)-1H-indole-1-carboxylate OC=1C=C2C=C(N(C2=CC1)C(=O)OC(C)(C)C)C=1C(=NC(=CC1)N1C[C@H](CCC1)OC)[N+](=O)[O-]